FC(C1=NC=C(C(=C1)C1=CC(=NC=C1C(=O)NC=1SC=2C(=NC=CC2)N1)C1=NC=CC=C1)OC)F 2''-(difluoromethyl)-5''-methoxy-N-(thiazolo[4,5-b]pyridin-2-yl)-[2,2':4',4''-terpyridin]-5'-carboxamide